C(C)OC=1C=C(C=C(C1OCC)OC)CCN 2-(3,4-diethoxy-5-methoxyphenyl)ethanamine